OC[C@H]1OC[C@H]([C@H]([C@H]1O)O)C=1OC(=NN1)C(F)(F)F (2R,3R,4R,5R)-2-(hydroxymethyl)-5-(5-(trifluoromethyl)-1,3,4-oxadiazol-2-yl)tetrahydro-2H-pyran-3,4-diol